tert-butyl (3-(4-(3,5-difluorophenyl)-9,10-difluoro-6-oxobenzo[4,5]imidazo[1,2-c]pyrido[3,4-e]pyrimidin-5(6H)-yl)propyl)(methyl)carbamate FC=1C=C(C=C(C1)F)C1=CN=CC=2C=3N(C(N(C21)CCCN(C(OC(C)(C)C)=O)C)=O)C2=C(N3)C=C(C(=C2)F)F